N-(2-hydroxyethoxy)-2-((6-(2-methoxyethoxy)-benzo[d]oxazol-2-yl)-amino)-1-methyl-1H-benzo[d]imidazole-5-carboxamide OCCONC(=O)C1=CC2=C(N(C(=N2)NC=2OC3=C(N2)C=CC(=C3)OCCOC)C)C=C1